N-(1-(4-(trifluoromethyl)benzyl)-1H-indazol-3-yl)thiazole-4-carboxamide FC(C1=CC=C(CN2N=C(C3=CC=CC=C23)NC(=O)C=2N=CSC2)C=C1)(F)F